tert-butyl 3-(2,5-dioxo-4-(pyrazin-2-yl)imidazolidin-4-yl)propanoate O=C1NC(C(N1)(C1=NC=CN=C1)CCC(=O)OC(C)(C)C)=O